3-[4-[(R)-amino(4,5-dichloro-2-hydroxyphenyl)methyl]piperidine-1-carbonyl]azetidin-3-ol N[C@H](C1CCN(CC1)C(=O)C1(CNC1)O)C1=C(C=C(C(=C1)Cl)Cl)O